methyl 4-amino-1-(4-(methylamino)phenyl)-2-oxo-7-(trifluoromethyl)-1,2-dihydroquinoline-3-carboxylate hydrochloride Cl.NC1=C(C(N(C2=CC(=CC=C12)C(F)(F)F)C1=CC=C(C=C1)NC)=O)C(=O)OC